OCCC1=C(SC=C1)C=1SC(=CC1)C=O hydroxyethyl-2,2'-bithiophene-5'-carbaldehyde